N=1N2C(=CC1)C1(CC2)CNCC1 5',6'-dihydrospiro[pyrrolidine-3,4'-pyrrolo[1,2-b]pyrazole]